(3,4-difluorophenyl) borate B(OC1=CC(=C(C=C1)F)F)([O-])[O-]